FC=1C=C2C(=CNC2=CC1)S(=O)(=O)C1=CC(=CC=C1)[N+](=O)[O-] 5-fluoro-3-((3-nitrophenyl)sulfonyl)-1H-indole